BrC1=C(C=CC=C1)C1=NC(=NO1)C1=CC2=C(N(N=N2)CC(=O)O)C=C1 2-{5-[5-(2-bromophenyl)-1,2,4-oxadiazol-3-yl]-1H-1,2,3-benzotriazol-1-yl}acetic acid